4'-((4-((3-(2,6-dichlorophenyl)-5-isopropylisoxazol-4-yl)methoxy)benzyl)oxy)-[1,1'-biphenyl]-4-carboxylic acid ClC1=C(C(=CC=C1)Cl)C1=NOC(=C1COC1=CC=C(COC2=CC=C(C=C2)C2=CC=C(C=C2)C(=O)O)C=C1)C(C)C